(4-(pyridin-2-yl)cyclohexyl)methanol N1=C(C=CC=C1)C1CCC(CC1)CO